1,2-Dimyristoyl-sn-glycero-3-phospho-rac-glycerol sodium salt CCCCCCCCCCCCCC(=O)OCC(COP(=O)(O)OCC(CO)O)OC(=O)CCCCCCCCCCCCC.[Na]